N1=C(SC2=C1C=1CCOC1C=C2)N2C(N[C@H]([C@H]2C#CC)C(C)C)=O (4S,5R)-1-(7,8-dihydrobenzofuro[4,5-d]thiazol-2-yl)-4-isopropyl-5-(prop-1-yn-1-yl)imidazolidin-2-one